CN(C=N)C1=CC=CC=C1 N-methyl-N-phenylformamidine